((S)-2-(((2R,3S,4R,5R)-5-(6-chloro-4-(spiro[3.3]heptan-2-ylamino)-1H-pyrazolo[3,4-d]pyrimidin-1-yl)-3,4-dihydroxytetrahydrofuran-2-yl)methoxy)-1-hydroxypropan-2-yl)phosphonic acid ClC1=NC(=C2C(=N1)N(N=C2)[C@H]2[C@@H]([C@@H]([C@H](O2)CO[C@@](CO)(C)P(O)(O)=O)O)O)NC2CC1(C2)CCC1